3-[5-({[4-(aminomethyl)phenyl]methyl}sulfanyl)-4-cyano-1-(3-methoxy-2,2-dimethylpropanoyl)-1H-pyrazol-3-yl]-N,N,4-trimethylpiperidine-1-carboxamide NCC1=CC=C(C=C1)CSC1=C(C(=NN1C(C(COC)(C)C)=O)C1CN(CCC1C)C(=O)N(C)C)C#N